2-(4-fluoro-2-(2-(methylsulfonylamino)ethoxy)phenoxy)-N-(2-methoxypyridin-4-yl)-4-(trifluoromethyl)benzamide FC1=CC(=C(OC2=C(C(=O)NC3=CC(=NC=C3)OC)C=CC(=C2)C(F)(F)F)C=C1)OCCNS(=O)(=O)C